[NH4+].NCCC[Si](O[Si](CCCN)(C1=CC=CC=C1)C1=CC=CC=C1)(C1=CC=CC=C1)C1=CC=CC=C1 1,3-bis(3-aminopropyl)tetraphenyldisiloxane Ammonium